(S)-1'-(5-((2'H,4'H-spiro[cyclobutane-1,3'-pyrido[3,2-b][1,4]oxazin]-8'-yl)thio)-6-aminopyrazin-2-yl)-1,3-dihydrospiro[indene-2,4'-piperidin]-1-amine O1C2=C(NC3(C1)CCC3)N=CC=C2SC=2N=CC(=NC2N)N2CCC3(CC2)[C@@H](C2=CC=CC=C2C3)N